CN1CCN(CC1)C=1C=CC(=NC1)NC=1C=CC(=C2CNC(C12)=O)C=1C=CN2N=CC=CC21 7-((5-(4-methylpiperazin-1-yl)pyridin-2-yl)amino)-4-(pyrrolo[1,2-b]pyridazin-5-yl)isoindolin-1-one